C(C)(C)(C)NC(C=C)=O.C(C=C)(=O)O acrylic acid-N-tert-butyl-acrylamide